N-[9-(β-D-ribofuranosyl)purin-6-ylcarbamoyl]-L-threonine [C@@H]1([C@H](O)[C@H](O)[C@H](O1)CO)N1C2=NC=NC(=C2N=C1)NC(=O)N[C@@H]([C@H](O)C)C(=O)O